C(C)(C)(C)P(C(C)(C)C)CC1=CC=CC(=N1)CNC1=C(C=C(C=C1)C(F)(F)F)P(C1=CC=CC=C1)C1=CC=CC=C1 ((6-((di-tert-butylphosphaneyl)methyl)pyridin-2-yl)methyl)-2-(diphenylphosphaneyl)-4-(trifluoromethyl)aniline